(R)-1'-(5-Amino-1-((S or R)-1-cyclopropyl-2,2,2-trifluoroethyl)-1H-pyrazole-4-carbonyl)-6-chloro-5-fluorospiro[benzo[d][1,3]oxazine-4,3'-piperidin]-2(1H)-one NC1=C(C=NN1[C@H](C(F)(F)F)C1CC1)C(=O)N1C[C@@]2(CCC1)C1=C(NC(O2)=O)C=CC(=C1F)Cl |o1:6|